1,2-bis[4-(tert-butyl)phenyl]-5,10-bis(pyridin-4-yl)-1H-phenanthro[9,10-d]imidazole C(C)(C)(C)C1=CC=C(C=C1)N1C(=NC2=C1C1=CC(=CC=C1C=1C=CC(=CC12)C1=CC=NC=C1)C1=CC=NC=C1)C1=CC=C(C=C1)C(C)(C)C